tert-butyl (2S)-2-[3-[1-(2,6-dioxo-3-piperidyl)-3-methyl-2-oxo-benzimidazol-4-yl]propoxymethyl]morpholine-4-carboxylate O=C1NC(CCC1N1C(N(C2=C1C=CC=C2CCCOC[C@@H]2CN(CCO2)C(=O)OC(C)(C)C)C)=O)=O